1-(4-(4-fluorobutyl)-2,5-dimethoxyphenyl)butan-2-amine FCCCCC1=CC(=C(C=C1OC)CC(CC)N)OC